FC1=CN(C=2N=NC(=C(C21)C)C2=CC=C1C(C=CO1)=C2O)C2CC(C2)(C)O 5-[5-fluoro-7-(3-hydroxy-3-methyl-cyclobutyl)-4-methyl-pyrrolo[2,3-c]pyridazin-3-yl]benzofuran-4-ol